methyl 3-[1-[(1S)-1-[(2S,4R)-4-hydroxy-2-(methylcarbamoyl)pyrrolidine-1-carbonyl]-2,2-dimethyl-propyl]triazol-4-yl]pyridine-2-carboxylate O[C@@H]1C[C@H](N(C1)C(=O)[C@H](C(C)(C)C)N1N=NC(=C1)C=1C(=NC=CC1)C(=O)OC)C(NC)=O